COC1=NC(=CC(=C1)\C=C\C1=CC=CC=C1)OC 2,6-dimethoxy-4-[(E)-2-phenylethenyl]pyridine